ClC1=CC(=CC=2N1C=NC2)S(=O)(=O)Cl 5-chloroimidazo[1,5-a]pyridIne-7-sulfonyl chloride